CC1=C(C=2N(N=C1N1CC=3C=C(C=NC3CC1)NC1=C(C=CC=C1)F)C=NN2)C 6-(7,8-dimethyl-[1,2,4]triazolo[4,3-b]pyridazin-6-yl)-N-(2-fluorophenyl)-7,8-dihydro-5H-1,6-naphthyridin-3-amine